C1(CC2C(CC1)O2)CC[Si](O[Si](CCC2CC1C(CC2)O1)(C)C)(C)C 1,3-bis(3,4-epoxycyclohexylethyl)tetramethyldisiloxane